(2R,4S)-5,5-dihydroxy-9-({1-[(3-hydroxy-2-methyl-4-oxopyridin-1(4H)-yl)acetyl]azetidin-3-yl}oxy)-5-boranuidatricyclo[5.4.0.02,4]undeca-1(11),7,9-triene-8-carboxylic acid O[B-]1([C@H]2C[C@H]2C2=CC=C(C(=C2C1)C(=O)O)OC1CN(C1)C(CN1C(=C(C(C=C1)=O)O)C)=O)O